BrC1=CNC2=C(C=CC=C12)N1C(CCCC1)=O 1-(3-Bromo-1H-indol-7-yl)piperidin-2-one